C(C)C=1C=C(C(=O)Cl)C=CC1F 3-ethyl-4-fluorobenzoyl chloride